methyl 2-[4-(benzyloxymethyl)cyclohexyl]-6-bromo-1,3-benzoxazole-5-carboxylate C(C1=CC=CC=C1)OCC1CCC(CC1)C=1OC2=C(N1)C=C(C(=C2)Br)C(=O)OC